C(C)(C)(C)OC(N(C)[C@@H]1[C@@H](CC2=CC(=CC=C12)Br)OC(F)F)=O.C1(CCCC1)S(=O)(=O)C(=[N+]=[N-])S(=O)(=O)C1=C(C=C(C=C1C)C)C cyclopentylsulfonyl-(2,4,6-trimethylphenylsulfonyl)diazomethane tert-butyl-((1S,2R)-5-bromo-2-(difluoromethoxy)-2,3-dihydro-1H-inden-1-yl)(methyl)carbamate